12,15-Dihydroxytricosanoic acid OC(CCCCCCCCCCC(=O)O)CCC(CCCCCCCC)O